3-((S)-4-isopropylcyclohex-1-en-1-yl)-2-methylpropanal C(C)(C)[C@@H]1CC=C(CC1)CC(C=O)C